(trans)-[6-(5-Cyclopropyl-4H-1,2,4-triazol-3-yl)-2-azaspiro[3.3]heptan-2-yl]-[3-[6-[3-(trifluoromethyl)cyclobutyl]-3-pyridyl]azetidin-1-yl]methanone C1(CC1)C=1NC(=NN1)C1CC2(CN(C2)C(=O)N2CC(C2)C=2C=NC(=CC2)[C@@H]2C[C@H](C2)C(F)(F)F)C1